2,5-dimethyl-hex-3-yne-2,5-diol ditrimethylphenylglyoxylate CC1=C(C(=C(C=C1)C(C(=O)OC(C)(C#CC(C)(OC(C(=O)C1=C(C(=C(C=C1)C)C)C)=O)C)C)=O)C)C